(S)-3-((6-(3-aminoazetidin-1-yl)-5-fluoropyridin-2-yl)methyl)-8-(1-ethyl-3-(trifluoromethyl)-1H-pyrazol-4-yl)-6-((2-methyl-1H-imidazol-1-yl)methyl)chroman-4-one hydrochloride Cl.NC1CN(C1)C1=C(C=CC(=N1)C[C@H]1COC2=C(C=C(C=C2C1=O)CN1C(=NC=C1)C)C=1C(=NN(C1)CC)C(F)(F)F)F